[Si](O)(O)([O-])[O-].[Na+].[Na+] disodium dihydrogen orthosilicate